rac-2-(4-Chloro-7-(difluoromethyl)-6-(4-morpholinophenyl)-2H-indazol-2-yl)-2-((R)-6-fluoro-6,7-dihydro-5H-pyrrolo[1,2-c]imidazol-1-yl)-N-(thiazol-2-yl)acetamide ClC=1C2=CN(N=C2C(=C(C1)C1=CC=C(C=C1)N1CCOCC1)C(F)F)[C@@H](C(=O)NC=1SC=CN1)C1=C2N(C=N1)C[C@@H](C2)F |&1:25|